(3-(6-morpholino-1H-benzo[d]imidazol-2-yl)-1H-indazol-5-yl)(piperazin-1-yl)methanone O1CCN(CC1)C=1C=CC2=C(NC(=N2)C2=NNC3=CC=C(C=C23)C(=O)N2CCNCC2)C1